CC(C(=O)OCC)(C)[C@@H]1[C@H](OC=2C1=NC=CC2)C Ethyl 2-methyl-2-[(2R,3S)-2-methyl-2,3-dihydrofuro[3,2-b]pyridin-3-yl]propanoate